FC1=C(C=CC=C1)NS(=O)(=O)C=1C=C(C(=O)NC2=NC=C(C=C2)C)C=CC1 3-(N-(2-fluorophenyl)sulfamoyl)-N-(5-methylpyridin-2-yl)benzamide